4-(N-Boc-aminoethoxyethoxy)benzaldehyde C(=O)(OC(C)(C)C)NCCOCCOC1=CC=C(C=O)C=C1